2-Trifluoromethyl-4-chloro-thienopyrimidine FC(C1=NC2=C(C(=N1)Cl)SC=C2)(F)F